OC1=C(C=C(C=C1)NS(=O)(=O)C1=CC=C(C=C1)C(F)(F)F)C1=C(C=CC2=CC=CC=C12)O N-(4-hydroxy-3-(2-hydroxynaphthalen-1-yl)phenyl)-4-(trifluoromethyl)benzenesulfonamide